CC1=CC=C(C=N1)C1=NN=C(O1)C12CC3(CC(CC(C1)C3)C2)NC(=O)C2=NC=NC=C2 Pyrimidine-4-carboxylic acid {3-[5-(6-methyl-pyridin-3-yl)-[1,3,4]oxadiazol-2-yl]-adamantan-1-yl}-amide